2-(diphenylmethoxy)-N-methyl-ethylamine hydrochloride Cl.C1(=CC=CC=C1)C(OCCNC)C1=CC=CC=C1